C(C)N1C[C@@H](CCC1)NC1=C2C(=C(N=N1)C1=C(C=C(C=C1C)C(F)(F)F)O)N(N=C2)COCC[Si](C)(C)C 2-[4-[[(3R)-1-ethyl-3-piperidinyl]amino]-1-(2-trimethylsilylethoxymethyl)-pyrazolo[3,4-d]pyridazin-7-yl]-3-methyl-5-(trifluoromethyl)phenol